ClC=1C=C(C=C(C1OC1=NNC(C=2C(CCCC12)C)=O)Cl)N1N=C(C(NC1=O)=O)C#N 2-(3,5-dichloro-4-((5-methyl-4-oxo-3,4,5,6,7,8-hexahydrophthalazin-1-yl)oxy)phenyl)-3,5-dioxo-2,3,4,5-tetrahydro-1,2,4-triazine-6-carbonitrile